C(C)(C)(C)OC(=O)N1[C@H](C=2N(C[C@H]1C)N=C(C2)C#N)C.FC=2C=CC(=C(C(=O)N)C2)OC([2H])([2H])[2H] 5-fluoro-2-(methoxy-d3)Benzamide tert-butyl-(4S,6R)-2-cyano-4,6-dimethyl-6,7-dihydropyrazolo[1,5-a]pyrazine-5(4H)-carboxylate